C(#N)C(CCCl)C1=CC=C(C=C1)N(C1(CC=C(C)C=C1)S(=O)(=O)[O-])C1=C(C=CC(=C1)C=1C(=NOC1C)C)C 4-((4-(1-cyanochloropropyl)phenyl)(5-(3,5-dimethylisoxazol-4-yl)-2-methylphenyl)amino)4-toluenesulfonate